5-(difluoromethyl)-N-((6-methoxy-1-methyl-1H-benzimidazol-7-yl)methyl)thiophene-3-carboxamide FC(C1=CC(=CS1)C(=O)NCC1=C(C=CC2=C1N(C=N2)C)OC)F